FC=1C(=NC=2C(=C(N=NC2C=2SC=CC2)C2=C(C=C(C=C2)C(F)(F)F)C(F)(F)F)N1)F 2,3-difluoro-5-(2-thienyl)-8-(2,4-bis-trifluoromethylphenyl)pyrazino[2,3-D]pyridazine